methyl (S)-3-(3-(tert-butyl)-5-(3,5-dimethyl-1H-pyrazol-1-yl)phenyl)-4-(2,7-diazaspiro[3.5]non-2-yl)butanoate C(C)(C)(C)C=1C=C(C=C(C1)N1N=C(C=C1C)C)[C@H](CC(=O)OC)CN1CC2(C1)CCNCC2